[N+](=O)([O-])C1=CC2=C(C=C1)C1(CCC3(OCCO3)CC1)CO2 6-nitro-2H-dispiro[benzofuran-3,1'-cyclohexane-4',2''-[1,3]dioxolan]